(E)-cinnamonitrile C(\C=C\C1=CC=CC=C1)#N